[Ru+2].C(C)(C)P(C1=CC=CC2=CC3=CC=CC(=C3N=C12)P(C(C)C)C(C)C)C(C)C [4,5-bis-(di-isopropylphosphino)acridine] ruthenium (II)